C(C)(C)(C)OC(C(CC1=CC=C(C=C1)C#N)NCC(=O)NC1=C(C=CC(=C1)Cl)N1N=NC(=C1)Cl)=O 2-((2-((5-chloro-2-(4-chloro-1H-1,2,3-triazol-1-yl)phenyl)amino)-2-oxoethyl)amino)-3-(4-cyanophenyl)propanoic acid tert-butyl ester